1-(5-amino-2-pyridyl)-2-(4-chlorophenyl)-2-methyl-propane NC=1C=CC(=NC1)CC(C)(C)C1=CC=C(C=C1)Cl